C(#N)N[S@](=O)(=NC(NC1=C2CCCC2=CC=2CCCC12)=O)C=1OC=C(C1)C(C)(C)O (R)-N-cyano-N'-((1,2,3,5,6,7-hexahydro-s-indacen-4-yl)carbamoyl)-4-(2-hydroxypropan-2-yl)furan-2-sulfonimidamide